O=C1NC(CCC1N1C(N(C2=C1C=CC(=C2)N2CCC(CC2)CN2CCN(CC2)CCCNC(OC(C)(C)C)=O)C)=O)=O tert-butyl N-[3-[4-[[1-[1-(2,6-dioxo-3-piperidyl)-3-methyl-2-oxo-benzimidazol-5-yl]-4-piperidyl]methyl]piperazin-1-yl]propyl]carbamate